FC([C@@H](C1=CC=C(C=C1)F)N1N=CC(=C1)C1=CN=CC(=N1)C1=CC=2N(C=C1)N=C(N2)N)(C)F (R)-7-(6-(1-(2,2-difluoro-1-(4-fluorophenyl)propyl)-1H-pyrazol-4-yl)pyrazin-2-yl)-[1,2,4]triazolo[1,5-a]pyridin-2-amine